1-(difluoromethyl)-1H-pyrazole-3-boronic acid pinacol ester FC(N1N=C(C=C1)B1OC(C)(C)C(C)(C)O1)F